ClC=1C=C(C=NC1)CN1N=CC2=NC=C(C=C21)C2=CC(=CC=C2)C(F)F 1-[(5-Chloro-3-pyridyl)methyl]-6-[3-(difluoromethyl)phenyl]pyrazolo[4,3-b]pyridine